Cl.COC1=C(C=NC=C1)N(C1=CC=C(C=C1)C(F)(F)F)C1CCNCC1 4-Methoxy-N-(piperidin-4-yl)-N-(4-(trifluoromethyl)phenyl)pyridin-3-amine hydrochloride